C1=CC=CC=2C3=CC=CC=C3C(C12)COC(=O)NCCOCCOCCC(=O)NCCCC(=O)[O-] 4-(3-{2-[2-({[(9H-fluoren-9-yl)methoxy]carbonyl}amino) ethoxy]ethoxy}propanamido)butanoate